C1(CC1)C1=CC=C(C=C1)C=1C=C(C(=NC1)C1=NC=2C(=NC=C(C2)C(C)(F)F)N1C)S(=O)(=O)CC 5-(4-cyclopropylphenyl)-2-[6-(1,1-difluoroethyl)-3-methylimidazo[4,5-b]pyridin-2-yl]-3-(ethanesulfonyl)pyridine